3-(2-methoxyphenyl)prop-2-en-1-one [3-[2-(methylamino)ethyl]-1H-indol-4-yl]dihydrogenphosphate CNCCC1=CNC2=CC=CC(=C12)OP(=O)(O)O.COC1=C(C=CC=C1)C=CC=O